(E)-2-(3-(2-cyano-2-(4-methoxy-3H-imidazo[4,5-c]pyridin-2-yl)vinyl)-2,5-dimethyl-1H-pyrrol-1-yl)-4,5-dimethylthiophene-3-carbonitrile C(#N)\C(=C/C1=C(N(C(=C1)C)C=1SC(=C(C1C#N)C)C)C)\C1=NC2=C(C(=NC=C2)OC)N1